4-(7-isobutyl-4-(2-(3-methylbenzylidene)hydrazinyl)-7H-pyrrolo[2,3-d]pyrimidin-2-yl)morpholine C(C(C)C)N1C=CC2=C1N=C(N=C2NN=CC2=CC(=CC=C2)C)N2CCOCC2